7,9-pentadecadienol C(CCCCCC=CC=CCCCCC)O